CN[C@@H](C(C)=C)C(=O)O N-methyl-3,4-didehydro-L-valine